N-(4-(naphthalen-2-yl)phenyl)-[1,1'-biphenyl]-4-amine C1=C(C=CC2=CC=CC=C12)C1=CC=C(C=C1)NC1=CC=C(C=C1)C1=CC=CC=C1